ClC1=C(C(=O)NC2=CC(=NC=C2C)C(=O)OC)C(=CC=C1F)OC1=C(C=C(C=C1)OC(F)(F)F)OC Methyl 4-[[2-chloro-3-fluoro-6-[2-methoxy-4-(trifluoromethoxy)phenoxy]benzoyl]amino]-5-methyl-pyridine-2-carboxylate